N1(C=NC=C1)C=1N=C(C2=C(N1)C=CN2)C(=O)N[C@@H]2C[C@@H](CCC2)OCCOC 2-(1H-imidazol-1-yl)-N-((1s,3r)-3-(2-methoxyethoxy)cyclohexyl)-5H-pyrrolo[3,2-d]pyrimidine-4-carboxamide